C(C)N(S(=O)(=O)C=1C=NC=C(C1)C1COC1)C(C(F)(F)F)C1=CC=C(C=C1)F N-ethyl-5-(oxetan-3-yl)-N-(2,2,2-trifluoro-1-(4-fluorophenyl)ethyl)pyridine-3-sulfonamide